COC=1C(=C2C=CN(C2=C(C1)C)C(=O)OC(C)(C)C)CN1[C@@H](C[C@H](CC1)NS(=O)(=O)C(F)(F)F)C1=CC=C(C=C1)C(=O)OC tert-butyl 5-methoxy-4-{[(2S,4S)-2-[4-(methoxycarbonyl) phenyl]-4-(trifluoromethanesulfonylamino) piperidin-1-yl] methyl}-7-methyl-1H-indole-1-carboxylate